C1(=CC=CC=C1)C(C(=O)O)=O.C(=O)OC(C1=CC=CC=C1)=O benzoyl formate (phenyl glyoxalate)